BrC=1C=CC(=C(C1)CNC)C1CCOCC1 1-(5-bromo-2-(tetrahydro-2H-pyran-4-yl)phenyl)-N,N-dimethylamine